ClC1=C(C=CC=C1)[C@H]1CC[C@H](N1C(=O)C1CCC(CC1)C1=CC=C(C=C1)Cl)C(=O)O (2S,5R)-5-(2-chlorophenyl)-1-(4-(4-chlorophenyl)cyclohexanecarbonyl)pyrrolidine-2-carboxylic acid